C(C)OC(CCC[O-])(OCC)OCC.[Hf+4].C(C)OC(CCC[O-])(OCC)OCC.C(C)OC(CCC[O-])(OCC)OCC.C(C)OC(CCC[O-])(OCC)OCC Hafnium triethoxyn-butoxide